acryloxyethyl-dodecyl-dimethyl-ammonium chloride [Cl-].C(C=C)(=O)OCC[N+](C)(C)CCCCCCCCCCCC